C(C)(C)(C)OC(NC1=CC=C(C=C1)C1=NN(C(=C1)N)C)=O tert-butyl-(4-(5-amino-1-methyl-1H-pyrazol-3-yl)phenyl)carbamate